3-Methyloxypropyltrimethoxysilane COCCC[Si](OC)(OC)OC